C(C)(C)(C)OC(=O)NC=1SC(=CN1)CC[C@@H]1[C@H](N(C1=O)C(NC(C1=CC=CC=C1)C1=CC=CC=C1)=O)C(=O)O (2S,3R)-3-(2-{2-[(tert-butoxycarbonyl)amino]-1,3-thiazol-5-yl}ethyl)-1-[(diphenylmethyl)carbamoyl]-4-oxoazetidine-2-carboxylic acid